(2-(aminomethyl)-3-fluoroallyloxy)-N-phenethylbenzo[d]oxazol-2-amine 4-methylbenzenesulfonate CC1=CC=C(C=C1)S(=O)(=O)O.NCC(COC1=CC=CC2=C1N=C(O2)NCCC2=CC=CC=C2)=CF